tert-butyl 4-bromo-1-chloro-6,7,8,9-tetrahydro-5H-pyrido[4,3-b]indole-5-carboxylate BrC1=CN=C(C2=C1N(C=1CCCCC21)C(=O)OC(C)(C)C)Cl